NCCOCCN1C(C=CC1=O)=O [2-(2-aminoethoxy)ethyl]-1H-pyrrole-2,5-dione